[2-[6-ethyl-1-(2,2,2-trifluoroethyl)pyrrolo[2,3-b]pyridin-2-yl]-5-methoxy-3-methylimidazo[1,2-a]pyridin-7-yl]methanone C(C)C1=CC=C2C(=N1)N(C(=C2)C=2N=C1N(C(=CC(=C1)C=O)OC)C2C)CC(F)(F)F